C1=NC2=C(N1[C@H]3[C@@H]([C@@H]([C@H](O3)COP(=O)([O-])OP(=O)([O-])OP(=O)(O)[O-])O)O)N=C(NC2=O)N The molecule is trianion of GTP arising from deprotonation of three of the four phosphate OH groups. It has a role as a Saccharomyces cerevisiae metabolite. It is an organophosphate oxoanion and a guanosine 5'-phosphate. It is a conjugate base of a GTP. It is a conjugate acid of a GTP(4-).